BrC1=CC=C(C=C1)C=1N(C(C(=C(N1)C(=O)OC)O)=O)C methyl 2-(4-bromophenyl)-5-hydroxy-1-methyl-6-oxo-1,6-dihydropyrimidine-4-carboxylate